ClC=1C=C2C=C(NC2=CC1)C(=O)NNC(/C=C/C1=CCN(C=C1)CCCCCCCCCC)=O (E)-4-(3-(2-(5-chloro-1H-indole-2-carbonyl)hydrazino)-3-oxoprop-1-en-1-yl)-1-decylpyridine